4-[(1S,4R,5R)-5-[[5-cyclopropyl-3-(2,6-dichlorophenyl)-1,2-oxazol-4-yl]methoxy]-3-oxo-2-azabicyclo[2.2.1]heptan-2-yl]-N-(2,2-dimethyloxane-4-sulfonyl)-2-fluorobenzamide C1(CC1)C1=C(C(=NO1)C1=C(C=CC=C1Cl)Cl)CO[C@H]1[C@@H]2C(N([C@H](C1)C2)C2=CC(=C(C(=O)NS(=O)(=O)C1CC(OCC1)(C)C)C=C2)F)=O